5-benzyl-N-(4-(5-(2-(tetrahydro-2H-pyran-4-yl)ethoxy)-2-(trifluoromethyl)phenyl)pyridin-2-yl)-4H-1,2,4-triazole-3-carboxamide C(C1=CC=CC=C1)C=1NC(=NN1)C(=O)NC1=NC=CC(=C1)C1=C(C=CC(=C1)OCCC1CCOCC1)C(F)(F)F